1,3-diisocyanato-3,4-diisopropylbenzene N(=C=O)C=1CC(C(=CC1)C(C)C)(C(C)C)N=C=O